docosyl mercaptan C(CCCCCCCCCCCCCCCCCCCCC)S